C1(=CC=CC=C1)C(=N[C@@H](CC1=CC(=CC=C1)OCCOC)C(=O)OC)C1=CC=CC=C1 methyl N-(diphenylmethylidene)-3-(2-methoxyethoxy)-L-phenylalaninate